tris(hydroxymethyl)ethanesulfonic acid OCC(CS(=O)(=O)O)(CO)CO